O1COC2=C1C=CC(=C2)/C=C/C(=O)N[C@H]2[C@@H](C(OC1=CC3=C(C=C21)C=CC(O3)=O)(C)C)O (E)-3-(benzo[d][1,3]dioxol-5-yl)-N-((3S,4R)-3-hydroxy-2,2-dimethyl-8-oxo-2,3,4,8-tetrahydropyrano[3,2-g]chromen-4-yl)acrylamide